(4-(1-(5-(2-((benzo[d][1,3]dioxol-5-ylmethyl)amino)pyrimidin-5-yl)-1,3,4-oxadiazol-2-yl)pyrrolidin-3-yl)-1H-1,2,3-triazol-1-yl)methyl pivalate C(C(C)(C)C)(=O)OCN1N=NC(=C1)C1CN(CC1)C=1OC(=NN1)C=1C=NC(=NC1)NCC1=CC2=C(OCO2)C=C1